The molecule is a 2,5-diketopiperazine where the substituents are methylidene and (S)-isopropyl at positions 3 and 6 respectively. It has a role as a metabolite. CC(C)[C@H]1C(=O)NC(=C)C(=O)N1